3-propoxy-17beta-hydroxyestra-1,3,5(10)-triene C(CC)OC1=CC=2CC[C@H]3[C@@H]4CC[C@@H]([C@@]4(C)CC[C@@H]3C2C=C1)O